5-(4-hydroxy-2-methoxy-5-methylpyridine-3-carbonyl)-2,5-diazabicyclo[4.2.0]octan OC1=C(C(=NC=C1C)OC)C(=O)N1CCNC2CCC12